Cl.NC1=NC(C2=C(N1)NC=C2CN[C@H]2C=C[C@@H]([C@@H]2O)O)=O 2-Amino-5-[[[(1S,4S,5R)-4,5-dihydroxy-2-cyclopenten-1-yl]amino]methyl]-1,7-dihydro-4H-pyrrolo[2,3-d]pyrimidin-4-one, monohydrochloride